1-(((11aS,11bR)-3-((3-chloro-2-fluorobenzyl)carbamoyl)-4,6-dioxo-1,2,4,6,9,10,11a,11b-octahydro-8H-[1,3]oxazino[2',3':3,4]pyrazino[2,1,6-cd]indolizin-5-yl)oxy)ethyl ethyl carbonate C(OC(C)OC1=C2N3[C@H](CCC3=C(C1=O)C(NCC1=C(C(=CC=C1)Cl)F)=O)[C@H]1N(C2=O)CCCO1)(OCC)=O